The molecule is a hydrobromide salt prepared from N-allyl-1-phenyl-2,3,4,5-tetrahydro-3-benzazepine-7,8-diol and one equivalent of hydrogen bromide. Selective dopamine D1-like receptor partial agonist (IC50 values are 19.7 and 2425 nM for binding to D1-like and D2-like receptors respectively). Centrally active following systemic administration in vivo. It has a role as a dopamine agonist and a prodrug. It contains a N-allyl-1-phenyl-2,3,4,5-tetrahydro-3-benzazepinium-7,8-diol(1+). C=CCN1CCC2=CC(=C(C=C2C(C1)C3=CC=CC=C3)O)O.Br